di-β-naphthylphenylenediamine C1=C(C=CC2=CC=CC=C12)NC1=C(C=CC=C1)NC1=CC2=CC=CC=C2C=C1